(2-[(ethoxydimethylsilyl)methoxy]-5-hydroxyphenyl)trimethylphosphonium bromide [Br-].C(C)O[Si](C)(C)COC1=C(C=C(C=C1)O)[P+](C)(C)C